6-amino-3-chloro-5-methyl-5H-pyrrolo[3,2-c]pyridazine-7-carboxylic acid tert-butyl ester C(C)(C)(C)OC(=O)C1=C(N(C2=C1N=NC(=C2)Cl)C)N